C(C)(C)(C)OC(=O)N(C[C@@H](C(=O)O)C1=CC=C(C=C1)Cl)C(C)C |o1:9| (S) or (R)-3-(tert-butoxycarbonyl(isopropyl)amino)-2-(4-chlorophenyl)propionic acid